4-((tert-butoxycarbonyl)amino)-7-fluoro-3-methylimidazo[1,5-a]quinoxaline-8-carboxylic acid C(C)(C)(C)OC(=O)NC=1C=2N(C3=CC(=C(C=C3N1)F)C(=O)O)C=NC2C